4,5-bis(ethylhexyloxy)benzo[2,1-b:3,4-b']Dithiophene C(C)C(CCCCC)OC1=C(C2=C(SC=C2)C=2SC=CC21)OC(CCCCC)CC